N-(1-(5-(pentafluoro-λ6-sulfanyl)pyridin-2-yl)piperidine-4-yl)acetamide FS(C=1C=CC(=NC1)N1CCC(CC1)NC(C)=O)(F)(F)(F)F